7-(3-((2R,3S)-3-hydroxypiperidin-2-yl)propyl)-3-isobutyl-1-methyl-1H-purine-2,6(3H,7H)-dione O[C@@H]1[C@H](NCCC1)CCCN1C=NC=2N(C(N(C(C12)=O)C)=O)CC(C)C